4-[3,6-bis(2-fluoroethyl)cyclohexen-1-yl]but-3-en-2-one FCCC1C=C(C(CC1)CCF)C=CC(C)=O